2-chloro-1,2-Dibromo-1,1,2-trifluoroethane ClC(C(F)(F)Br)(F)Br